OCC[N+](C)(C)C.C(C)OCC[PH3+] ethoxyethylphosphonium choline